C(C1=CC=CC=C1)C1(CC(=NO1)COC1=CC2=CC=CC=C2C=C1)C(=O)N[C@@H](CC(C)C)B1O[C@@]2([C@H](O1)C[C@H]1C([C@@H]2C1)(C)C)C 5-benzyl-N-((R)-3-methyl-1-((3aS,4S,6S,7aR)-3a,5,5-trimethylhexahydro-4,6-methanobenzo[d][1,3,2]dioxaborol-2-yl)butyl)-3-((naphthalen-2-yloxy)methyl)-4,5-dihydroisoxazol-5-carboxamide